4-{6-[2-fluoro-1-(fluoromethyl)ethoxy]-3-(4-methoxy-3-methylbenzyl)-2,4-dioxo-3,4-dihydroquinazolin-1(2H)-yl}piperidine-1-carbaldehyde FCC(OC=1C=C2C(N(C(N(C2=CC1)C1CCN(CC1)C=O)=O)CC1=CC(=C(C=C1)OC)C)=O)CF